C(C)(C)[C@H]1CC=C([C@H]2CCC(=C[C@@H]12)C)C (1R,4aS,8aR)-1-isopropyl-4,7-dimethyl-1,2,4a,5,6,8a-hexahydronaphthalene